methyl 6-(aminomethyl)-3-ethoxypyridine-2-carboxylate NCC1=CC=C(C(=N1)C(=O)OC)OCC